COC1=CC=C(C=C1)NC(C[N+]1=CC2=CC=CC=C2C=C1)=O 2-(2-((4-methoxyphenyl)amino)-2-oxoethyl)isoquinolin-2-ium